[7-(pyrimidin-4-yl)heptyl]isoindole-1,3-dione N1=CN=C(C=C1)CCCCCCCC1=C2C(NC(C2=CC=C1)=O)=O